C(=C)CC[SiH](Cl)Cl Vinylethyl-dichlorsilan